ethyl 5-bromo-2,7-dimethylbenzo[1,2-b:3,4-b']difuran-3-carboxylate BrC1=CC2=C(OC(=C2C(=O)OCC)C)C2=C1OC(=C2)C